OCC=1C=CC(=C(C1)NC(=O)CNC(OC(C)(C)C)=O)OCC1=CC=C(C=C1)[N+](=O)[O-] tert-butyl {[5-hydroxymethyl-2-(4-nitro-benzyloxy)phenylcarbamoyl]methyl}carbamate